P(OC(C1=C(C=CC(=C1)CBr)F)(C)C)([O-])=O (dimethyl 5-(bromomethyl)-2-fluorobenzyl) phosphonate